BrC1=C(CN(S(=O)(=O)C2=CC=C(C=C2)NC(\C=C\C2=CC=NC=C2)=O)CC2=CC=C(C=C2)F)C=C(C=C1)Br (E)-N-(4-(N-(2,5-dibromobenzyl)-N-(4-fluorobenzyl)sulfamoyl)phenyl)-3-(pyridin-4-yl)acrylamide